C(#N)C=1N=CC(=NC1)NC1=CC(=C(N=N1)C(NC1CC1)=O)NCC1CN(CCO1)C(=O)OC(C)(C)C tert-butyl 2-((6-(5-cyanopyrazin-2-ylamino)-3-(cyclopropylcarbamoyl)pyridazin-4-ylamino)methyl)morpholine-4-carboxylate